N=1C=NN2C1C=CC(=C2)C2=CNC=1N=C(N=CC12)NCC(F)F 5-([1,2,4]Triazolo[1,5-a]pyridin-6-yl)-N-(2,2-difluoroethyl)-7H-pyrrolo[2,3-d]pyrimidin-2-amine